1-(4-(3-((4-amino-5-(3-ethoxy-4-phenoxyphenyl)-7-methyl-7H-pyrrolo[2,3-d]pyrimidin-6-yl)ethynyl)azetidin-1-yl)piperidin-1-yl)prop-2-en-1-one NC=1C2=C(N=CN1)N(C(=C2C2=CC(=C(C=C2)OC2=CC=CC=C2)OCC)C#CC2CN(C2)C2CCN(CC2)C(C=C)=O)C